N-(3-(4-((2-hydroxyethyl)amino)-2',3',5',6'-tetrahydrospiro[chromane-2,4'-pyran]-7-yl)-4-methylphenyl)-2-(trifluoromethyl)isonicotinamide OCCNC1CC2(CCOCC2)OC2=CC(=CC=C12)C=1C=C(C=CC1C)NC(C1=CC(=NC=C1)C(F)(F)F)=O